Cl.C(=C)N(CCNCCC[Si](OC)(OC)OC)CC1=CC=CC=C1 N-(2-(vinylbenzylamino)ethyl)-3-aminopropyltrimethoxysilane hydrochloride